1-Methyl-N-(2-(2'-(4-methyl-4H-1,2,4-triazol-3-yl)-[1,1'-biphenyl]-3-yl)-7-(trifluoromethyl)-1H-benzo[d]imidazol-6-yl)piperidine-4-carboxamide CN1CCC(CC1)C(=O)NC=1C=CC2=C(NC(=N2)C=2C=C(C=CC2)C2=C(C=CC=C2)C2=NN=CN2C)C1C(F)(F)F